ethyl 1-(((1-methyl-1H-tetrazol-5-yl)oxy)methyl)-4-oxocyclohexane-1-carboxylate CN1N=NN=C1OCC1(CCC(CC1)=O)C(=O)OCC